N,N-bis(n-Butyloxycarbonyl)-6-[(t-butyl(dimethyl)silyl)oxymethyl]pyridin-2-amine C(CCC)OC(=O)N(C1=NC(=CC=C1)CO[Si](C)(C)C(C)(C)C)C(=O)OCCCC